tris(3-methylphenyl)ethylphosphonium CC=1C=C(C=CC1)C(C[PH3+])(C1=CC(=CC=C1)C)C1=CC(=CC=C1)C